5-{[(5-Chlorothiophen-2-yl)methyl](methyl)amino}-1-(4-methylfuran-3-carbonyl)-3-[4-oxo-3-(trifluoromethyl)azetidin-2-yl]-1H-pyrazol-4-carbonitril ClC1=CC=C(S1)CN(C1=C(C(=NN1C(=O)C1=COC=C1C)C1NC(C1C(F)(F)F)=O)C#N)C